N1(C=NC=C1)C1=CC(=NC=C1)C(=O)NC1CC(CC1)OC 4-(1H-imidazol-1-yl)-N-(3-methoxycyclopentyl)picolinamide